FC=1C=2C3CCC(OCC4C(CCCN4C(COC2C(=CC1)F)=O)=O)CC3 (1s,19s)-3,6-difluoro-8,18-dioxa-11-azatetracyclo[17.2.2.02,7.011,16]tricosa-2(7),3,5-triene-10,15-dione